N-(4-maleimidobutyryloxy)sulfosuccinimide, sodium salt [Na+].C1(C=CC(N1CCCC(=O)ON1C(C(CC1=O)S(=O)(=O)[O-])=O)=O)=O